CN1C(=CC2=CC=CC(=C12)OC)C([2H])([2H])[2H] Methyl-7-methoxy-2-(methyl-d3)-1H-indole